(Z)-2-(hydroxyimino)-3-oxobutanoic acid methyl ester COC(\C(\C(C)=O)=N/O)=O